ethyl {2-tert-butyl-6-[(2S)-3-methylbutan-2-yl]-5,8-dioxo-5,6,7,8-tetrahydro-4H-pyrazolo[1,5-a]pyrrolo[3,4-d]pyrimidin-4-yl}acetate C(C)(C)(C)C1=NN2C(N(C3=C(C2=O)CN(C3=O)[C@@H](C)C(C)C)CC(=O)OCC)=C1